[(2R,3E,5E)-2-methyl-6-[(2S,3S,4E,6R)-3-methyl-6-[(4-methylpiperazine-1-carbonyl)amino]-12-oxo-1-oxacyclododec-4-en-2-yl]hepta-3,5-dienyl] pyrrolidine-1-carboxylate N1(CCCC1)C(=O)OC[C@@H](\C=C\C=C(/C)\[C@H]1OC(CCCCC[C@H](/C=C/[C@@H]1C)NC(=O)N1CCN(CC1)C)=O)C